C1(CC1)C(C(=O)OCC)OC1=C(C=CC=C1OC)C=O ethyl 2-cyclopropyl-2-(2-formyl-6-methoxyphenoxy)acetate